methyl 6-bromo-3-fluoroimidazo[1,2-a]pyridine-2-carboxylate BrC=1C=CC=2N(C1)C(=C(N2)C(=O)OC)F